The molecule is a prostaglandin Falpha that is an analogue of prostaglandin F2alpha in which the pentyl group has been replaced by 2-phenylethyl and where the the 13,14-double bond has undergone formal hydrogenation. Its isopropyl ester prodrug, latanoprost, is used in the treatment of open-angle glaucoma and ocular hypertension. It has a role as an antiglaucoma drug, an antihypertensive agent and an EC 4.2.1.1 (carbonic anhydrase) inhibitor. It is a prostaglandins Falpha and a hydroxy monocarboxylic acid. C1[C@H]([C@@H]([C@H]([C@H]1O)C/C=C\\CCCC(=O)O)CC[C@H](CCC2=CC=CC=C2)O)O